BrC=1C=C(C=CC1)COC1=C(C=C(C=C1)Cl)Cl ((3-bromophenylmethyl)oxy)-2,4-dichlorobenzene